Cl.O1C2=C(OC[C@@H]1CN1CCN(CC1)C=1C(=NSN1)C(=O)NC)C=CC=C2 (S)-4-(4-((2,3-dihydrobenzo[b][1,4]dioxin-2-yl)methyl)piperazin-1-yl)-N-methyl-1,2,5-thiadiazole-3-carboxamide hydrochloride